CC=1C=C(N)C=CC1OC1=CC2=C(N(C=N2)C([2H])([2H])[2H])C=C1 3-methyl-4-((1-(methyl-d3)-1H-benzo[d]imidazol-5-yl)oxy)aniline